(1S,3S)-2,2-difluoro-3-((2-methyl-6-(3-methyl-4-(((4-(thiophen-3-yl)pyrimidin-2-yl)amino)methyl)isoxazol-5-yl)pyridin-3-yl)carbamoyl)cyclopropane-1-carboxylic acid FC1([C@@H]([C@H]1C(NC=1C(=NC(=CC1)C1=C(C(=NO1)C)CNC1=NC=CC(=N1)C1=CSC=C1)C)=O)C(=O)O)F